ferrocene disulfide [CH-]1C=CC=C1.[CH-]1C=CC=C1.[Fe+2](=S)=S